beryllium-tin [Sn].[Be]